6-(6-(((1R,2R,3S,5S)-2-fluoro-8-azabicyclo[3.2.1]octan-3-yl)(methyl)amino)pyridazin-3-yl)-2-methylbenzo[d]oxazol-5-ol F[C@@H]1[C@H]2CC[C@@H](C[C@@H]1N(C1=CC=C(N=N1)C1=CC3=C(N=C(O3)C)C=C1O)C)N2